menthyl-formic acid C1(CC(C(CC1)C(C)C)C(=O)O)C